ClC=1C=CC=C2C=CC(=NC12)N(C1=CC=C(C=C1)OC(F)(F)F)CCN1CCCC1 8-chloro-N-(2-(pyrrolidin-1-yl)ethyl)-N-(4-(trifluoromethoxy)phenyl)quinolin-2-amine